3-methyl-5-propyl-3,5-heptanediol dibenzoate C(C1=CC=CC=C1)(=O)OC(CC)(CC(CC)(OC(C1=CC=CC=C1)=O)CCC)C